CC(C(CNC=1C2=C(N=C(N1)C1=CC=NC=C1)C=NC=C2)(C)C)NC 1,N1,2,2-tetramethyl-N3-(2-(pyridin-4-yl)pyrido[3,4-d]pyrimidin-4-yl)propane-1,3-diamine